4-hydroxy-1λ6-thian-1,1-dione OC1CCS(CC1)(=O)=O